Cl.NC(C(=O)N)CC1CCCC2=C1N=CS2 2-amino-3-(4,5,6,7-tetrahydrobenzo[d]thiazol-4-yl)propanamide hydrochloride